C(C)(C)(C)OC(=O)N[C@@H](\C=C/S(=O)(=O)[C@H]1CN(CC1)C(=O)[O-])C (R)-3-(((R,Z)-3-((tert-butoxycarbonyl)amino)but-1-en-1-yl)sulfonyl)pyrrolidine-1-carboxylate